COC1=CC2=C(N=C(O2)C=2C(=C(C=CC2)C2=CC(=CC=C2)CCCN2CCOCC2)C)C=C1CN1C(CCCC1)CC(=O)O 1-((6-methoxy-2-(2-methyl-3'-(3-morpholinopropyl)-[1,1'-biphenyl]-3-yl)benzo[d]oxazol-5-yl)methyl)piperidine-2-acetic acid